C1(CC1)NC(OCN(C)C1=C(C=C(C=C1)N)CS(=O)C)=O 1-(((4-amino-2-(methylsulfinylmethyl) phenyl) (methyl) amino) methyl) cyclopropylcarbamate